C1=CC\\2=C(C(=C1)O[C@H]3[C@@H]([C@H]([C@@H]([C@H](O3)CO)O)O)O)C(=O)O/C2=C\\C4=CC(=C(C=C4)O)O The molecule is an isobenzofuranone that is thunberginol F attached to a beta-D-glucopyranosyl group at position 4 via a glycosidic linkage. It has been isolated from the roots of Scorzonera judaica. It has a role as a plant metabolite. It is a beta-D-glucoside, a member of catechols, a monosaccharide derivative, a gamma-lactone and an isobenzofuranone. It derives from a thunberginol F.